BrC1=C(C=CC=C1)CCCCN1C(=CC2=CC=CC=C12)C=O 1-(4-(2-bromophenyl)butyl)-1H-indole-2-carbaldehyde